CC1([C@H]2CN([C@@H]([C@@H]12)C(=O)O)C([C@H](C(C)C)NC(CC1CCOCC1)=O)=O)C (1R,2S,5S)-6,6-dimethyl-3-[(2S)-3-methyl-2-[(2-tetrahydropyran-4-ylacetyl)amino]butanoyl]-3-azabicyclo[3.1.0]hexane-2-carboxylic acid